ClNC1=CC=C(C=C1)Br chloro-4-bromo-aniline